C(CCCCC)OC1=CC=C(CNC(=O)N2C=NC=C2)C=C1 N-(4-(n-hexyloxy)benzyl)-1H-imidazole-1-carboxamide